(5'S,7a'R)-5'-(3,5-difluorophenyl)-1-(5-ethoxypyrimidin-2-yl)tetrahydro-3'H-spiro[piperidine-4,2'-pyrrolo[2,1-b][1,3]oxazol]-3'-one FC=1C=C(C=C(C1)F)[C@@H]1CC[C@H]2OC3(C(N21)=O)CCN(CC3)C3=NC=C(C=N3)OCC